C(C)C([C@@H]1[C@H]([C@H]([C@@H](O1)N1C=NC=2C(N)=NC=NC12)[SeH])O)O 5'-Ethylselenoadenosine